3-bromo-5'-phenyl-1,1':3',1''-terphenyl BrC=1C=C(C=CC1)C1=CC(=CC(=C1)C1=CC=CC=C1)C1=CC=CC=C1